C1(CC1)N1N=CC(=C1)C1=NC=CC(=N1)NC=1N=CC2=C(C=CC(=C2C1)C(C)C)N1[C@@H]([C@H](C1)CS(=O)(=O)F)C ((2R,3S)-1-(3-((2-(1-cyclopropyl-1H-pyrazol-4-yl)pyrimidin-4-yl)amino)-5-isopropylisoquinolin-8-yl)-2-methylazetidin-3-yl)methanesulfonyl fluoride